6-[3-ethylsulfonyl-6-(1,2,4-triazol-1-yl)-2-pyridyl]-1-(2,2,3,3,3-pentafluoropropyl)-4H-pyrido[3,4-d][1,3]oxazin-2-one C(C)S(=O)(=O)C=1C(=NC(=CC1)N1N=CN=C1)C1=CC2=C(N(C(OC2)=O)CC(C(F)(F)F)(F)F)C=N1